C(=C)[Si](OCCCCCCCC)(OCCCCCCCC)OCCCCCCCC Vinyltrioctyloxy-silan